[6-[1-(2-Fluoro-6-methyl-phenyl)-piperidin-4-yl]-5-oxo-4-(2-trifluoromethyl-benzyl)-4,5,6,7-tetrahydro-pyrazolo[4,3-d]pyrimidin-1-yl]-acetic acid methyl ester COC(CN1N=CC=2N(C(N(CC21)C2CCN(CC2)C2=C(C=CC=C2C)F)=O)CC2=C(C=CC=C2)C(F)(F)F)=O